NC1=C(C=C(CN([C@@H]2CC[C@H](CC2)C(=O)[O-])C)C=C1)C trans-4-((4-amino-3-methylbenzyl)(methyl)amino)cyclohexane-1-carboxylate